mono-n-octadecyloxy tetraoxypropylene phosphate P1(=O)(OOCCCCCCCCCCCCCCCCCC)OOOOOCC(C)O1